(S)-2-(2-(3,4-bis(bromomethyl)-2,5-dioxo-2,5-dihydro-1H-pyrrol-1-yl)acetamido)-3-methylbutan BrCC=1C(N(C(C1CBr)=O)CC(=O)N[C@@H](C)C(C)C)=O